2-(2-((3R,4R)-3-Amino-4-hydroxypiperidin-1-yl)-6-fluoro-1H-benzo[d]imidazol-1-yl)-N-methyl-N-(2,2,2-trifluoroethyl)acetamid N[C@@H]1CN(CC[C@H]1O)C1=NC2=C(N1CC(=O)N(CC(F)(F)F)C)C=C(C=C2)F